CC=1N=CC=C2C1OC1(CCN(CC1)C(=O)[O-])C2 7-Methyl-3H-spiro[furo[2,3-c]pyridine-2,4'-piperidine]-1'-carboxylate